C(C)C(C(=O)[O-])CCCC.C(C)C(C(=O)[O-])CCCC.C(C)C(C(=O)[O-])CCCC.C(CCC)[Sn+3] butyltin tri(2-ethylhexanoate)